ClC=1C=C(C=C(C1F)I)CNC(C(OCC)OCC)=N N-[(3-chloro-4-fluoro-5-iodo-phenyl)methyl]-2,2-diethoxy-acetamidine